(S)-6-(6-(allyloxy)-2,3-dichlorophenyl)-2-ethyl-2,5,6,7-tetrahydro-3H-pyrrolo[2,1-c][1,2,4]triazol-3-one C(C=C)OC1=CC=C(C(=C1[C@@H]1CC2=NN(C(N2C1)=O)CC)Cl)Cl